2-{6-[(3R)-3-[tert-butyl(methyl)amino]pyrrolidin-1-yl]pyridazin-3-yl}-5-(6-methoxypyridazin-4-yl)phenol C(C)(C)(C)N([C@H]1CN(CC1)C1=CC=C(N=N1)C1=C(C=C(C=C1)C1=CN=NC(=C1)OC)O)C